BrC=1C=CC2=C(OC3=C2C=CC(=C3)Cl)C1 3-bromo-7-chlorodibenzo[b,d]Furan